3-cyclohexyl-6-[4-[3-(trifluoromethyl)phenyl]-1-piperazinyl]-1H-pyrimidine-2,4-dione C1(CCCCC1)N1C(NC(=CC1=O)N1CCN(CC1)C1=CC(=CC=C1)C(F)(F)F)=O